FC(C(OC(C(C(C(F)(F)F)(F)F)(F)F)(F)F)(F)F)(O)F perfluoro-2-butoxyethanol